CN1C=C(C(=CC1=O)C)S(=O)(=O)NC(C(F)(F)F)C1=CC=C(C=C1)F 1,4-dimethyl-6-oxo-N-(2,2,2-trifluoro-1-(4-fluorophenyl)ethyl)-1,6-dihydropyridine-3-sulfonamide